1,4-dimethyl-1H-pyrrole-3-carboxylic acid ethyl ester C(C)OC(=O)C1=CN(C=C1C)C